(4aR,7aS)-4-acryloylhexahydrothieno[3,4-b]pyrazin C(C=C)(=O)N1[C@@H]2[C@H](NCC1)CSC2